CC1=CC(=NC=C1)N1N=CC(=C1)C 4-methyl-2-(4-methyl-1H-pyrazol-1-yl)pyridine